FC=1C=C(C=C(C1)F)[C@@H]1CCN2N1C(C1(C2)CCN(CC1)C1=NC=CC(=N1)C#N)=O (S)-2-(7'-(3,5-difluorophenyl)-1'-oxodihydro-1'H,3'H,5'H-spiro[piperidine-4,2'-pyrazolo[1,2-a]pyrazol]-1-yl)pyrimidine-4-carbonitrile